tert-butyl (2-((2-chlorophenyl)(hydroxy)methyl)benzyl)carbamate ClC1=C(C=CC=C1)C(C1=C(CNC(OC(C)(C)C)=O)C=CC=C1)O